Racemic-1-(1-(7,8-difluoro-1-oxo-1,2-dihydroisoquinolin-4-yl)ethyl)-1-methyl-3-(3,4,5-trifluorophenyl)urea FC1=CC=C2C(=CNC(C2=C1F)=O)[C@@H](C)N(C(=O)NC1=CC(=C(C(=C1)F)F)F)C |r|